2-(N-(6-(4-(4-cyanophenyl)-5-hydroxy-3-methyl-1H-pyrazol-1-yl)pyridin-3-yl)sulfamoyl)acetic acid C(#N)C1=CC=C(C=C1)C=1C(=NN(C1O)C1=CC=C(C=N1)NS(=O)(=O)CC(=O)O)C